tert-butyl-4-(4-((1S,5R)-3-benzyl-5-(trifluoromethyl)-3-azabicyclo[3.1.0]hexan-1-yl)-1H-1,2,3-triazol-1-yl)piperidine-1-carboxylate C(C)(C)(C)OC(=O)N1CCC(CC1)N1N=NC(=C1)[C@@]12CN(C[C@]2(C1)C(F)(F)F)CC1=CC=CC=C1